4-(6-Hydroxy-1-(4-(4-isopropylpiperazin-1-yl)phenyl)-3,4-dihydronaphthalen-2-yl)benzoic acid OC=1C=C2CCC(=C(C2=CC1)C1=CC=C(C=C1)N1CCN(CC1)C(C)C)C1=CC=C(C(=O)O)C=C1